N-(tert-butyl)-N-hydroxybenzoamide C(C)(C)(C)N(C(C1=CC=CC=C1)=O)O